potassium D-lactate C([C@H](O)C)(=O)[O-].[K+]